tert-Butyl 2-(4-ethoxyphenyl)-5-isobutyrylthiazole-4-carboxylate C(C)OC1=CC=C(C=C1)C=1SC(=C(N1)C(=O)OC(C)(C)C)C(C(C)C)=O